COC(C1=CN=C(C=C1C1=C(C=CC=C1)OC)C)=O 4-(2-methoxyphenyl)-6-methylnicotinic acid methyl ester